(S)-4-(((R)-1-(tert-butoxycarbonyl)-5,5-dimethyl-2-oxopyrrolidin-3-yl)methyl)-2,2-dimethyloxazolidine-3-carboxylic acid tert-butyl ester C(C)(C)(C)OC(=O)N1C(OC[C@@H]1C[C@H]1C(N(C(C1)(C)C)C(=O)OC(C)(C)C)=O)(C)C